(1,4-dioxan-2-yl)methyl-4-chloro-N-(3-methyl-5-(phenylethynyl)pyridin-2-yl)-1H-pyrazole-5-carboxamide O1C(COCC1)CN1N=CC(=C1C(=O)NC1=NC=C(C=C1C)C#CC1=CC=CC=C1)Cl